6-(2,6-difluoro-4-(2-(methyl-d3)-7-(trifluoromethoxy)-2H-indazol-4-yl)benzyl)-6,7-dihydro-5H-pyrrolo[3,4-b]pyridin-5-one-7,7-d2 FC1=C(CN2C(C3=NC=CC=C3C2=O)([2H])[2H])C(=CC(=C1)C=1C2=CN(N=C2C(=CC1)OC(F)(F)F)C([2H])([2H])[2H])F